methyl 2-((tert-butoxycarbonyl) amino)-7-((8-fluoronaphthalen-1-yl) oxy)-1,2,3,4-tetrahydronaphthalen-2-carboxylate C(C)(C)(C)OC(=O)NC1(CC2=CC(=CC=C2CC1)OC1=CC=CC2=CC=CC(=C12)F)C(=O)OC